1-chloro-3-fluoropropane ClCCCF